(2R,3R,4S,5R)-2-(6-aminopurin-9-yl)-4-benzyloxy-5-(benzyloxymethyl)-5-(hydroxy-methyl)tetrahydrofuran-3-ol NC1=C2N=CN(C2=NC=N1)[C@@H]1O[C@]([C@H]([C@H]1O)OCC1=CC=CC=C1)(CO)COCC1=CC=CC=C1